((tert-butyldiphenylsilyl)oxy)hept-1-en-4-amine [Si](C1=CC=CC=C1)(C1=CC=CC=C1)(C(C)(C)C)OC=CCC(CCC)N